C(C1=CC=CC=C1)OC(=O)NC=1C(=C(C=CC1)[C@]1(NC(N(C(C1)=O)C1COCC1)=NC(OC(C)(C)C)=O)C)Cl tert-Butyl N-{(4S)-4-[3-(benzyloxycarbonylamino)-2-chlorophenyl]-4-methyl-6-oxo-1-(tetrahydrofuran-3-yl)hexahydropyrimidin-2-ylidene}carbamate